C(CCC)(C=1C(=CC(=C(C1)C(C)(C)C)O)C)C=1C(=CC(=C(C1)C(C)(C)C)O)C 4,4'-butylidene-bis(6-tert-butyl-m-cresol)